4-amino-5-methoxy-6-(trifluoromethyl)nicotinic acid NC1=C(C(=NC=C1C(=O)O)C(F)(F)F)OC